N1N=CC2=CC(=CC=C12)NC(=O)C12C(C(=NO1)C=1C=NC=C(C1)C1=CC(=CC=C1)OC)C1CCC2C1 N-(1H-indazol-5-yl)-3-(5-(3-methoxyphenyl)pyridin-3-yl)-3a,4,5,6,7,7a-hexahydro-4,7-methylenebenzo[d]isoxazole-7a-carboxamide